FC(CC1=CC=C(C(=O)O)C=C1)(C(C(C(F)(F)F)(C(F)(F)F)C(F)(F)F)(F)F)F 4-(2,2,3,3,5,5,5-heptafluoro-4,4-bis(trifluoromethyl)pentyl)benzoic acid